3-cyclopropoxy-1-(2-methoxyethyl)-4-nitro-1H-pyrazole C1(CC1)OC1=NN(C=C1[N+](=O)[O-])CCOC